C(C)(C)(C)C=1C(=C(C=C(C1)C(C)(C)C)B(O)O)O (3,5-di-tert-butyl-2-hydroxyphenyl)boronic acid